tetramethyl-piperidineamine nitrogen [N].CC1(C(N(CCC1)N)(C)C)C